naphtho[2,3-b]benzofuran-9-ylboronic acid C1=CC=CC2=C1C1=C(O2)C=C2C=CC(=CC2=C1)B(O)O